COC(C1=C(C=C(C(=C1)I)C)C1CCC1)=O cyclobutyl-5-iodo-4-methylbenzoic acid methyl ester